NC1=NC=CC(=C1)C(O)([2H])[2H] (2-aminopyridin-4-yl)methan-d2-ol